3-[[(1R)-1-[2-[1-[2-[tert-butyl(dimethyl)silyl]oxyethyl]pyrazol-4-yl]-3,6-dimethyl-4-oxo-chromen-8-yl]ethyl]amino]-6-chloro-N'-hydroxy-pyridine-2-carboxamidine [Si](C)(C)(C(C)(C)C)OCCN1N=CC(=C1)C=1OC2=C(C=C(C=C2C(C1C)=O)C)[C@@H](C)NC=1C(=NC(=CC1)Cl)C(=NO)N